(4-(4-(benzo[d]thiazol-5-ylamino)quinolin-7-yl)-3-fluorophenyl)(2-methylpiperidin-1-yl)methanone S1C=NC2=C1C=CC(=C2)NC2=CC=NC1=CC(=CC=C21)C2=C(C=C(C=C2)C(=O)N2C(CCCC2)C)F